FC1=C(C=C(\C=C/2\C(N(C(S2)=O)CC2=CC(=CC=C2)C#C[Si](C)(C)C)=O)C=C1)OC (Z)-5-(4-fluoro-3-methoxybenzylidene)-3-(3-((trimethylsilyl)ethynyl)benzyl)thiazolidine-2,4-dione